FC=1C=C(CSC2=NC(=CC(N2)=O)C(F)(F)F)C=C(C1OC)F 2-(3,5-difluoro-4-methoxy-benzylsulfanyl)-6-trifluoromethyl-3H-pyrimidin-4-one